8-fluoro-7-(2-isopropylphenyl)-2-((tetrahydro-1H-pyrrolizin-7a(5H)-yl)methoxy)pyrido[4,3-d]pyrimidine FC1=C(N=CC2=C1N=C(N=C2)OCC21CCCN1CCC2)C2=C(C=CC=C2)C(C)C